C1(CCC1)NC(C[C@H](CCN1CCCCC1)NC(=O)C1=NN(C(=N1)C1CCCC1)C1=C(C=CC=C1)C(F)(F)F)=O (3S)-N-cyclobutyl-3-({5-cyclopentyl-1-[2-(trifluoromethyl)phenyl]-1H-1,2,4-triazol-3-yl}formamido)-5-(piperidin-1-yl)pentanamide